ClC=1C=C2C(=C3C1NC(NC31CCCCC1)=O)OC(=N2)CN2C[C@@H](CC2)COC 5-chloro-2-{[(3R)-3-(methoxymethyl)pyrrolidin-1-yl]methyl}-7,8-dihydro-6H-spiro[[1,3]oxazolo[5,4-f]quinazoline-9,1'-cyclohexane]-7-one